tert-butyl N-[2-[[3-[[2-[3-(N'-hydroxycarbamimidoyl)phenyl]-1-(6-methoxy-1,3-benzothiazol-2-yl)ethyl]sulfamoyl]benzoyl]amino]ethyl]carbamate ON=C(N)C=1C=C(C=CC1)CC(C=1SC2=C(N1)C=CC(=C2)OC)NS(=O)(=O)C=2C=C(C(=O)NCCNC(OC(C)(C)C)=O)C=CC2